(R)-N2-(3-chloro-4-fluorophenyl)-N4-(1-cyclobutylpropyl)quinazoline-2,4-diamine ClC=1C=C(C=CC1F)NC1=NC2=CC=CC=C2C(=N1)N[C@H](CC)C1CCC1